C1(CC1)CN1C=CC2=NN(C(C(=C21)C=2C=NC(=CC2)OC(F)F)=O)C2=CC1=CN(N=C1C=C2)C 5-(cyclopropylmethyl)-4-(6-(difluoromethoxy)pyridin-3-yl)-2-(2-methyl-2H-indazol-5-yl)-2,5-dihydro-3H-pyrrolo[3,2-c]pyridazin-3-one